(2R,5R)-2-(1-(4-bromophenyl)-3-(5-chloropyridin-2-yl)-1H-pyrazol-4-yl)-5-methyl-3-(2-(2-oxoindolin-5-yl)ethyl)oxazolidin-4-one BrC1=CC=C(C=C1)N1N=C(C(=C1)[C@H]1O[C@@H](C(N1CCC=1C=C2CC(NC2=CC1)=O)=O)C)C1=NC=C(C=C1)Cl